C(C1=CC=CC=C1)OC(=O)NCCCC[C@H](NC(CNC(C([C@H]1N(CCC1)C(CNC(=O)C1=CC=NC2=CC=CC=C12)=O)=O)=O)=O)C(=O)OCC1=CC=CC=C1 Benzyl N6-((benzyloxy)carbonyl)-N2-((2-oxo-2-((S)-1-((quinoline-4-carbonyl)glycyl)-pyrrolidin-2-yl)acetyl)glycyl)-L-lysinate